4-(tert-butyl)-N-(2-methyl-3-(4-methyl-5-oxo-6-((4-(piperazine-1-carbonyl)phenyl)amino)-4,5-dihydropyrazin-2-yl)phenyl)benzamide C(C)(C)(C)C1=CC=C(C(=O)NC2=C(C(=CC=C2)C=2N=C(C(N(C2)C)=O)NC2=CC=C(C=C2)C(=O)N2CCNCC2)C)C=C1